1-[2-(hexadecanoyloxy)ethyl]-2-pentadecyl-3-(2-hydroxyethyl)imidazolinium chloride [CH2]CCCCCCCCCCCCCCC(=O)OCCN1CC[N+](=C1CCCCCCCCCCCCCC[CH2+])CC[O-].[Cl-]